[C@H]12CN(C[C@H](CC1)N2)C2=NC(=NC1=C(C(=C(C=C21)Cl)C2=CC(=CC1=CC=CC=C21)O)F)N2CCNCC2 4-((R or S)-4-((1R,5S)-3,8-diazabicyclo[3.2.1]octan-3-yl)-6-chloro-8-fluoro-2-(piperazin-1-yl)quinazolin-7-yl)naphthalen-2-ol